3-amino-2-methyl-N-(4-((R)-1-phenylpyrrolidin-2-yl)thiazol-2-yl)propanamide NCC(C(=O)NC=1SC=C(N1)[C@@H]1N(CCC1)C1=CC=CC=C1)C